methylene-6-((5-isopropyl-1-p-bromobenzylimidazol-4-yl)methylene)piperazine-2,5-dione C=C1C(NC(C(N1)=O)=CC=1N=CN(C1C(C)C)CC1=CC=C(C=C1)Br)=O